C(C1=CC=CC=C1)N1CC2=C(N=C(N=C2Cl)Cl)CC1 6-benzyl-2,4-dichloro-5,6,7,8-tetrahydropyrido[4,3-d]Pyrimidine